N-methylglyoxalamide CNC(C=O)=O